ClC1=NN2C(N=C(C=C2)N2[C@H](CC(C2)=O)C2=C(C=CC(=C2)F)F)=C1NC(=S)N[C@H]1[C@@H](C1)O 1-(2-chloro-5-((R)-2-(2,5-difluorophenyl)-4-oxopyrrolidin-1-yl)pyrazolo[1,5-a]pyrimidin-3-yl)-3-((1R,2R)-2-hydroxycyclopropyl)thiourea